[N+](=O)([O-])C1=NN(C=C1)C=1C=C(C=CC1)C(C)(C)N 2-[3-(3-nitropyrazol-1-yl)phenyl]propan-2-amine